FC1(CC(C1)N1N=C(C=2C1=NC=NC2NCC2=C(C=C(C=C2)OC)OC)I)F 1-(3,3-DIFLUOROCYCLOBUTYL)-N-(2,4-DIMETHOXYBENZYL)-3-IODO-1H-PYRAZOLO[3,4-D]PYRIMIDIN-4-AMINE